O[C@@]1([C@@H](CC[C@H](C1)C)C(C)C)C(=O)NCC(=O)C1=C(C=CC=C1)O (1s,2s,5r)-1-hydroxy-N-(2-(2-hydroxyphenyl)-2-oxoethyl)-2-isopropyl-5-methylcyclohexane-1-carboxamide